1-imino-1lambda6-Thietane N=[SH2]1CCC1